2-Mercaptobenzyl alcohol SC1=C(CO)C=CC=C1